C(C)(=O)SC(CCCC(=O)O)CCC.C(C)(=O)SC(CCCC(=O)O)CCC.FC(OC1=NC=CC(=C1)C1(OCC1)CO)F {2-[2-(difluoromethoxy)pyridin-4-yl]oxetan-2-yl}methanol 3-acetylthiohexyl-acetate (3-acetylthiohexyl-acetate)